CSC([C@@H]1[C@H](C[C@@H](O1)N1C=NC=2C(N)=NC=NC12)O)O Deoxy-5'-(methylthio)adenosine